C1(CC1)C(C)C1=CC=C2C(C(CO2)C)=C1O 5-(1-cyclopropylethyl)-3-methyl-2,3-dihydrobenzofuran-4-ol